monofluoromethylimidazole FCC=1NC=CN1